C(#N)C1=C(C=C(CNC(=O)C2=CC=3C(=C(N=NC3)OCC3(CC3)S(N(C)CC)(=O)=O)N(C2=O)C)C=C1)F N-(4-cyano-3-fluorobenzyl)-8-((1-(N-ethyl-N-methylsulfamoyl)cyclopropyl)methoxy)-1-methyl-2-oxo-1,2-dihydropyrido[2,3-d]pyridazine-3-carboxamide